5,8-diamino-3,4-dihydro-2H-1-naphthone NC1=C2CCCC(C2=C(C=C1)N)=O